6-chloro-3,3-dimethyl-2,3-dihydro-1H-pyrrolo[3,2-b]pyridine-1-carboxylic acid tert-butyl ester C(C)(C)(C)OC(=O)N1CC(C2=NC=C(C=C21)Cl)(C)C